ClC1=CC=C(C=C1)C 2-chloro-5-methylbenzene